COC(C(=O)OCC)(C)C ethyl trimethylglycolate